BrC1=CC=C2C(=NC(=NC2=C1F)OC[C@H]1N(CCC1)C)N1CC2CCC(C1)N2C(=O)OC(C)(C)C tert-butyl 3-[7-bromo-8-fluoro-2-[[{2S}-1-methylpyrrolidin-2-yl]methoxy]quinazolin-4-yl]-3,8-diazabicyclo[3.2.1]octane-8-carboxylate